NC=1C2=C(N=CN1)N(C=C2C2=CC(=C(C=C2)NC(=O)NC2=CC(=C(C=C2)CN2CCC(CC2)(F)F)C(F)(F)F)F)C2CC2 1-(4-(4-AMINO-7-CYCLOPROPYL-7H-PYRROLO[2,3-D]PYRIMIDIN-5-YL)-2-FLUOROPHENYL)-3-(4-((4,4-DIFLUOROPIPERIDIN-1-YL)METHYL)-3-(TRIFLUOROMETHYL)PHENYL)UREA